ClC=1C=2N(C=C(C1)NC(=O)C1=CC=C(C3=CN(N=C13)C)N1CC(NCC1)C)C=C(N2)C N-{8-chloro-2-methylimidazo[1,2-a]pyridine-6-yl}-2-methyl-4-(3-methylpiperazin-1-yl)indazole-7-carboxamide